3-(4-(ethoxycarbonyl)-5-methyl-1H-pyrrol-3-yl)propionic acid C(C)OC(=O)C=1C(=CNC1C)CCC(=O)O